OC1=C(C2=CC=CC=C2C(=C1)S(=O)(=O)O)N=NC1=C(C(=CC2=CC=CC=C12)C(=O)O)O 1-(2-hydroxy-4-sulfo-1-naphthylazo)-2-hydroxy-3-naphthoic acid